C(C)(C)(C)C1=C(C(=C(C=C1C(N(C)OC)=O)N(C(O)=O)C(=O)OC(C)(C)C)F)C(F)(F)F.OC1=C(C=CC(=C1)OCC(CCCCC)CC)N1N=C2C(=N1)C=CC=C2 2-[2'-hydroxy-4'-(2''-ethylheptyl)oxyphenyl]benzotriazole tert-butyl-(tert-butoxycarbonyl)(2-fluoro-5-(methoxy(methyl)carbamoyl)-3-(trifluoromethyl)phenyl)carbamate